ClC=1C=CC=C2C(=NNC12)C=1CN(CC1)C(C)C 7-chloro-3-(1-isopropyl-2,5-dihydro-1H-pyrrol-3-yl)-1H-indazole